NC1=NC=C(C2=C1C(=C(N2CC)C2=C(C=C(C=C2)NC(C(=C)C)=O)Cl)C2=CC=C(C=C2)OC2=NC=CC(=N2)C)C#N N-(4-(4-amino-7-cyano-1-ethyl-3-(4-((4-methylpyrimidin-2-yl)oxy)phenyl)-1H-pyrrolo[3,2-c]pyridin-2-yl)-3-chlorophenyl)methacrylamide